FC(OC1=C(C=C(C=C1)SC(CF)CF)C1=NN(C=C1NC(=O)C=1C=NN2C1N=CC=C2)C)F N-[3-[2-(difluoromethoxy)-5-[(1,3-difluoropropan-2-yl)sulfanyl]phenyl]-1-methyl-1H-pyrazol-4-yl]pyrazolo[1,5-a]pyrimidine-3-carboxamide